5-bromo-2-(methylthio)pyrimidine-4-formic acid BrC=1C(=NC(=NC1)SC)C(=O)O